The molecule is a leukotriene composed of (6Z,8E,10E,14Z,17Z)-icosapentaenoic acid carrying (5S)- and (12R)-hydroxy substituents. It has a role as a human xenobiotic metabolite, an anti-inflammatory agent and a rat metabolite. It is a dihydroxy monocarboxylic acid, a leukotriene, a long-chain fatty acid and a hydroxy polyunsaturated fatty acid. It is a conjugate acid of a leukotriene B5(1-). CC/C=C\\C/C=C\\C[C@H](/C=C/C=C/C=C\\[C@H](CCCC(=O)O)O)O